3-methoxy-5-((2-methylallyl)oxy)pyridine COC=1C=NC=C(C1)OCC(=C)C